3,4,6,7,8,9-hexahydro-2H-pyrimido[1,2-a]pyrimidin-1-ium 3,5-bis(methoxycarbonyl)benzenesulfonate COC(=O)C=1C=C(C=C(C1)C(=O)OC)S(=O)(=O)[O-].[NH+]1=C2N(CCC1)CCCN2